methyl 5-[(1r,5s,6r)-6-(diethylcarbamoyl)-3-azabicyclo[3.1.0]hex-3-yl]-2-azabicyclo[2.2.2]octane-2-carboxylate C(C)N(C(=O)C1[C@H]2CN(C[C@@H]12)C1C2CN(C(C1)CC2)C(=O)OC)CC